CC1(OCC(CO1)(C(=O)OCCCC=CCC=CCC=CC(C=CCCCCC)C)C)C 12-Methylnonadeca-4,7,10,13-tetraen-1-yl 2,2,5-trimethyl-1,3-dioxane-5-carboxylate